Trichloro-s-triazinetrione ClN1C(N(C(N(C1=O)Cl)=O)Cl)=O